tert-Butyl (1R,3S,4S)-3-((R)-3-(1-(2-(diisopropylcarbamoyl)-4-fluorophenyl)-1H-pyrrolo[2,3-c]pyridine-3-carbonyl)pyrrolidine-1-carbonyl)-2-azabicyclo[2.2.1]heptane-2-carboxylate C(C)(C)N(C(=O)C1=C(C=CC(=C1)F)N1C=C(C=2C1=CN=CC2)C(=O)[C@H]2CN(CC2)C(=O)[C@H]2N([C@@H]1CC[C@H]2C1)C(=O)OC(C)(C)C)C(C)C